3-((1S,4aS,8aS)-5,5,8a-trimethyl-2-methylenedecahydronaphthalen-1-yl)propan-1-ol CC1([C@@H]2CCC([C@@H]([C@]2(CCC1)C)CCCO)=C)C